CN1C=CC2=CC=C(C=C12)C#N 1-methyl-1H-indole-6-carbonitrile